OC(C(=O)OCCC)CC propyl alpha-hydroxybutanoate